tert-Butyl 3-(7-(difluoromethyl)-3,4-dihydroquinolin-1(2H)-yl)-1-(tetrahydro-2H-pyran-4-yl)-1,4,6,7-tetrahydro-5H-pyrazolo[4,3-c]pyridine-5-carboxylate FC(C1=CC=C2CCCN(C2=C1)C1=NN(C2=C1CN(CC2)C(=O)OC(C)(C)C)C2CCOCC2)F